O=C1NC(CC[C@@H]1NC1=CC(=C(C=C1)N1CCC(CC1)(O)CC(=O)OCCCC)F)=O butyl 2-[1-[4-[[(3S)-2,6-dioxo-3-piperidyl]amino]-2-fluoro-phenyl]-4-hydroxy-4-piperidyl]acetate